FC(C(O)C1=CC=C(C=C1)B1OC(C(O1)(C)C)(C)C)(F)F 2,2,2-trifluoro-1-(4-(4,4,5,5-tetramethyl-1,3,2-dioxaborolan-2-yl)phenyl)ethan-1-ol